C(CCCC)C1CCC(O1)=O 5-PENTYLDIHYDROFURAN-2(3H)-ONE